tert-butyl 6-(6-(2-chloro-3,5-dimethoxyphenyl)-2-(methylsulfonyl)-7-oxopyrido[2,3-d]pyrimidin-8(7H)-yl)-2-azaspiro[3.3]heptane-2-carboxylate ClC1=C(C=C(C=C1OC)OC)C1=CC2=C(N=C(N=C2)S(=O)(=O)C)N(C1=O)C1CC2(CN(C2)C(=O)OC(C)(C)C)C1